O1C(CCCC1)C(CCCCCO)O tetrahydropyranyl-1,6-hexanediol